1-(8-amino-7-fluoro-6-(8-methyl-2,3-dihydro-1H-pyrido[2,3-b][1,4]oxazin-7-yl)isoquinolin-3-yl)-3-(1-(1-methyl-1H-pyrazol-4-yl)ethyl)urea NC=1C(=C(C=C2C=C(N=CC12)NC(=O)NC(C)C=1C=NN(C1)C)C1=C(C2=C(OCCN2)N=C1)C)F